5-{6-[2-(4-Chloro-2-cyano-indol-1-yl)-ethylamino]-pyrimidin-4-yl}-3-ethoxy-thiophen ClC1=C2C=C(N(C2=CC=C1)CCNC1=CC(=NC=N1)C1=CC(=CS1)OCC)C#N